Cl.O1C(N=CC=C1)=O [1,3]oxazin-2-one hydrochloride